bis(tert-butoxycarbonyl)histidine dicyclohexylamine salt C1(CCCCC1)NC1CCCCC1.C(C)(C)(C)OC(=O)N([C@@H](CC1=CNC=N1)C(=O)O)C(=O)OC(C)(C)C